chloro(phenyl)methyl hexyl carbonate C(OC(C1=CC=CC=C1)Cl)(OCCCCCC)=O